3-[(3-fluorophenyl)amino]-2-[3-(2-methoxy-2-methylpropoxy)pyridin-4-yl]-1,5,6,7-tetrahydro-4H-pyrrolo[3,2-c]pyridin-4-one FC=1C=C(C=CC1)NC1=C(NC2=C1C(NCC2)=O)C2=C(C=NC=C2)OCC(C)(C)OC